7-{[1-(L-α-asparaginyl)azetidin-3-yl]oxy}-2-hydroxy-3,4-dihydro-2H-1,2-benzoxaborinine-8-carboxylic acid hydrochloride Cl.N[C@@H](CC(=O)N1CC(C1)OC1=C(C2=C(CCB(O2)O)C=C1)C(=O)O)C(N)=O